2-amino-4-(butylamino)-6-(4-((hexahydropyrrolo[3,4-c]pyrrol-2(1H)-yl)methyl)benzyl)pyrido[4,3-d]pyrimidin-5(6H)-one NC=1N=C(C2=C(N1)C=CN(C2=O)CC2=CC=C(C=C2)CN2CC1CNCC1C2)NCCCC